C(C)(C)(C)OC(=O)N1C[C@H]2[C@@H](C1)CC(=C2)C2=CC=C(C=C2)OC2=NC=CC=N2 (3AS,6aR)-5-(4-(pyrimidin-2-yloxy)phenyl)-3,3a,4,6a-tetrahydrocyclopenta[c]pyrrole-2(1H)-carboxylic acid tert-butyl ester